3-(4-amino-2-fluorophenyl)-1-isopropyl-7-(methylthio)-3,4-dihydropyrimido[4,5-d]pyrimidin-2(1H)-one NC1=CC(=C(C=C1)N1C(N(C2=NC(=NC=C2C1)SC)C(C)C)=O)F